C(C)C1=C(N=C(O1)C1=CC=C(C=C1)CC)CCO 2-(5-ethyl-2-(4-ethylphenyl)oxazol-4-yl)ethanol